N1(CC1)C1CN(C1)C1=NC2=C(C(=C(C=C2C(=N1)N1C[C@H](N(C[C@@H]1C)C(C=C)=O)C)Cl)C1=C(C=CC=C1O)F)F 1-((2R,5S)-4-(2-(3-(aziridin-1-yl)azetidin-1-yl)-6-chloro-8-fluoro-7-(2-fluoro-6-hydroxyphenyl)quinazolin-4-yl)-2,5-dimethylpiperazin-1-yl)prop-2-en-1-one